C([2H])([2H])([2H])N(C/C=C/C(=O)N(C)[C@H](C(=O)NCCC=1C=C(C=CC1)NC=1C(=NC(=C(N1)C)CC)C(=O)N)C)C([2H])([2H])[2H] (S,E)-3-((3-(2-(2-(4-(bis(methyl-d3)amino)-N-methylbut-2-enamido)propanamido)ethyl)phenyl)amino)-6-ethyl-5-methylpyrazine-2-carboxamide